ClC1=C(C(=NN1CC1=C(C=CC=C1)F)C(=O)OCC)CCNC(C(F)F)C ethyl 5-chloro-4-(2-((1,1-difluoropropan-2-yl)amino)ethyl)-1-(2-fluorobenzyl)-1H-pyrazole-3-carboxylate